4-{[bis(4-methoxyphenyl)(phenyl)methyl]amino}-1-[(2R,3S,4R,5R)-5-(chloromethyl)-3-fluoro-4-hydroxy-5-(hydroxymethyl)oxolan-2-yl]pyrimidin-2-one COC1=CC=C(C=C1)C(C1=CC=CC=C1)(C1=CC=C(C=C1)OC)NC1=NC(N(C=C1)[C@@H]1O[C@@]([C@H]([C@@H]1F)O)(CO)CCl)=O